FC=1C=C2C(C=C(OC2=C(C1)C(C)NC1=C(C(=O)O)C=CC=C1)C=1C=NN(C1)C=1C=NC=CC1)=O 2-[1-[6-Fluoro-4-oxo-2-[1-(3-pyridyl)pyrazol-4-yl]chromen-8-yl]ethylamino]benzoic acid